N,N-bis(4-methoxybenzyl)-3-(4-phenoxyphenyl)imidazo[1,5-c]pyrimidin-5-amine COC1=CC=C(CN(C2=NC=CC=3N2C(=NC3)C3=CC=C(C=C3)OC3=CC=CC=C3)CC3=CC=C(C=C3)OC)C=C1